ClC1=C(C(=CC(=N1)N1[C@@H](COCC1)C)CS(=O)(=O)C)C (R)-4-(6-chloro-5-methyl-4-((methylsulfonyl)methyl)pyridin-2-yl)-3-methyl-morpholine